1-(4-aminopyrimidin-2-yl)-3-methoxypiperidine NC1=NC(=NC=C1)N1CC(CCC1)OC